3-[3-[2-[[(2S)-2-(methylamino)propionyl]amino]ethyl]anilino]pyrazine-2-carboxamide hydrochloride Cl.CN[C@H](C(=O)NCCC=1C=C(NC=2C(=NC=CN2)C(=O)N)C=CC1)C